N-(5-((3-((6-methoxypyrazin-2-yl)methyl)piperidin-1-yl)methyl)thiazol-2-yl)acetamide COC1=CN=CC(=N1)CC1CN(CCC1)CC1=CN=C(S1)NC(C)=O